3-methyl-1,6-naphthyridine CC=1C=NC2=CC=NC=C2C1